OC(=O)C(F)(F)F.FC=1C=C(C=CC1F)C1C(C1)NCC1CCN(CC1)CCCC1=CC=C(C(=O)NO)C=C1 4-(3-(4-(((2-(3,4-Difluorophenyl)cyclopropyl)amino)methyl)piperidin-1-yl)propyl)-N-hydroxybenzamide TFA salt